N1=CC=C(C=C1)C1NCCCCC1 2-(pyridin-4-yl)azepane